1,4-Dioxospiro[4.5]dec-8-ylmethanesulfonate O=C1CCC(C12CCC(CC2)CS(=O)(=O)[O-])=O